BrC1=NN(C(=C1)Br)C1=NN(C=C1)CC(F)(F)F 3,5-dibromo-1-[1-(2,2,2-trifluoroethyl)pyrazol-3-yl]pyrazole